2-(6-azabicyclo[3.2.0]heptan-6-yl)-N-(3-sulfamoyl-phenyl)-5-(trifluoro-methyl)pyridine-3-carboxamide C12CCCC2N(C1)C1=NC=C(C=C1C(=O)NC1=CC(=CC=C1)S(N)(=O)=O)C(F)(F)F